4-iodo-1-trityl-1H-imidazole IC=1N=CN(C1)C(C1=CC=CC=C1)(C1=CC=CC=C1)C1=CC=CC=C1